8-(2-(6-(trifluoromethyl)imidazo[1,2-a]pyridin-3-yl)pyrimidin-4-yl)octahydropyrazino[2,1-c][1,4]thiazine 2,2-dioxide FC(C=1C=CC=2N(C1)C(=CN2)C2=NC=CC(=N2)N2CC1CS(CCN1CC2)(=O)=O)(F)F